CC(=CC(=O)O)C.NC(=O)OCC.NC(=O)OCC diurethane dimethylacrylate